4,5-bis(methyl-d3)-2-(6-(methyl-d3)-[1,1'-biphenyl]-3-yl)pyridine C(C1=CC(=NC=C1C([2H])([2H])[2H])C=1C=C(C(=CC1)C([2H])([2H])[2H])C1=CC=CC=C1)([2H])([2H])[2H]